FC1=C(C=CC(=C1)F)N1N=CC=2C1=NC=NC2N2C[C@H]1OC3=CC=CC(C4=CC=CC5=NC=C(CCCNC([C@@H]2C1)=O)N45)=C3 (8S,11S)-10-[1-(2,4-difluorophenyl)pyrazolo[3,4-d]pyrimidin-4-yl]-7-oxa-10,13,19,24-tetrazapentacyclo[15.6.1.12,6.18,11.020,24]hexacosa-1(23),2(26),3,5,17,19,21-heptaen-12-one